7'-(1,1-dimethylsilolan-3-yl)-2'-(methylthio)spiro[cyclopropane-1,5'-pyrrolo[2,3-d]pyrimidin]-6'(7'H)-one C[Si]1(CC(CC1)N1C(C2(C3=C1N=C(N=C3)SC)CC2)=O)C